[methyl(2-[4-[2-(oxan-2-yloxy)ethoxy]pyridin-2-yl]-5H,6H,7H-cyclopenta[d]pyrimidin-4-yl)amino]acetic acid CN(C=1C2=C(N=C(N1)C1=NC=CC(=C1)OCCOC1OCCCC1)CCC2)CC(=O)O